OC1CC(C(O1)=O)=O 5-Hydroxydihydro-2,3-furandione